COC=1C=C(CNC(OC(C)(C)C)=O)C=CC1CN1C(N(CCC1)C1=CC(=C(C=C1)OC)OCCCCC)=O tert-butyl (3-methoxy-4-((3-(4-methoxy-3-(pentyloxy)phenyl)-2-oxotetrahydropyrimidin-1(2H)-yl)methyl)benzyl)carbamate